NC1CCC(CC1)N(C1=C2CN(C(C2=CC=C1)=O)C1C(NC(CC1)=O)=O)CCCC1=CC=CC=C1 3-(4-(((1r,4r)-4-aminocyclohexyl)(3-phenylpropyl)amino)-1-oxoisoindolin-2-yl)piperidine-2,6-dione